trans-4-Bocaminocyclohexanol C(=O)(OC(C)(C)C)N[C@@H]1CC[C@H](CC1)O